C[C@@H](CC)NC(O[C@H]1CO[C@H](C1)C=1C=NC(=NC1)NC1=CC=C(C=C1)S(N)(=O)=O)=O (3R,5R)-5-{2-[(4-sulfamoylphenyl)amino]pyrimidin-5-yl}oxolan-3-yl N-[(2S)-butan-2-yl]carbamate